ClC=1C=C(OC2C(C(C2(C)C)NC(=O)C=2N=NC(=CC2)N2CCN(CC2)CC=2C=C3C(N(C(C3=CC2F)=O)C2C(NC(CC2)=O)=O)=O)(C)C)C=CC1C#N N-((1r,3r)-3-(3-chloro-4-cyanophenoxy)-2,2,4,4-tetramethylcyclobutyl)-6-(4-((2-(2,6-Dioxopiperidin-3-yl)-6-fluoro-1,3-dioxoisoindoline-5-yl)methyl)piperazin-1-yl)pyridazine-3-Formamide